O1C(=CC=C1)CNC(CCC(=O)N1C(C2=CC(=CC=C2CC1)C)C1=CC=CC=C1)=O N-(2-Furylmethyl)-4-(7-methyl-1-phenyl-3,4-dihydro-1H-isoquinolin-2-yl)-4-oxobutyric acid amide